ClC1=C(C=CC=C1CC(=O)N[C@H]1C(CCC[C@@H]1N1CCN(CC1)C(C)C)(F)F)C1=CC(=CC(=C1)F)F 2-{2-chloro-3',5'-difluoro-[1,1'-biphenyl]-3-yl}-N-[(1R,6S)-2,2-difluoro-6-(4-isopropylpiperazin-1-yl)cyclohexyl]acetamide